2-butylthiol CCC(C)S